N-((1s,3s)-3-(6-((1-(6-((2-(2,6-dioxopiperidin-3-yl)-1,3-dioxoisoindoline-5-yl)amino)hexyl)piperidin-4-yl)amino)-9H-purin-9-yl)cyclobutyl)-6-methylpicolinamide O=C1NC(CC[C@@H]1N1C(C2=CC=C(C=C2C1=O)NCCCCCCN1CCC(CC1)NC1=C2N=CN(C2=NC=N1)C1CC(C1)NC(C1=NC(=CC=C1)C)=O)=O)=O